8-[(1R)-1-[[2-(2-fluorophenyl)-3-pyridyl]amino]ethyl]-3-iodo-6-methyl-2-(3-pyridyl)benzopyran-4-one disodium hydroxyethyl-phosphonate OCCP([O-])([O-])=O.[Na+].[Na+].FC1=C(C=CC=C1)C1=NC=CC=C1N[C@H](C)C1=CC(=CC=2C(C(=C(OC21)C=2C=NC=CC2)I)=O)C